4-hydroxy-6-{2-[4-(trifluoromethyl)phenyl]ethyl}pyridazine-3(2H)-one OC=1C(NN=C(C1)CCC1=CC=C(C=C1)C(F)(F)F)=O